2-bromo-5-(2-fluoro-4-trimethylsilylanilino)pyridine BrC1=NC=C(C=C1)NC1=C(C=C(C=C1)[Si](C)(C)C)F